BrC(C(=O)C1=C(C=CC=C1)F)Br dibromo-o-fluoroacetophenone